BrC1=NN2C(C=CC=C2)=C1I bromo-3-iodopyrazolo[1,5-a]pyridine